[Y].[Al] aluminium yttrium